(3S,3aR,8bR)-7-chloro-3-(2-hydroxyphenyl)-3a-nitro-2,3,3a,8b-tetrahydro-1H-benzofuro[2,3-c]pyrrole-1,1-dicarboxylic acid diethyl ester C(C)OC(=O)C1([C@@H]2[C@]([C@@H](N1)C1=C(C=CC=C1)O)(OC1=C2C=C(C=C1)Cl)[N+](=O)[O-])C(=O)OCC